F\C(=C/CN)\C(S(=O)(=O)C1=C(C=CC=C1)C)(F)F (Z)-3,4,4-trifluoro-4-(o-tolylsulfonyl)but-2-en-1-amine